thioglycolic acid sulfur [S].C(CS)(=O)O